1-(8-bromo-3-chloroisoquinolin-5-yl)ethane-1-one BrC=1C=CC(=C2C=C(N=CC12)Cl)C(C)=O